C(C)(C)(C)OC(=O)N1C[C@@H](N(CC1)C=1C2=C(N=CN1)N(C=C2C2=C(C=CC=C2)F)C=2SC(=C(N2)C)C(=O)OC(C)(C)C)C (S)-tert-butyl 2-(4-(4-(tert-butoxycarbonyl)-2-methylpiperazin-1-yl)-5-(2-fluorophenyl)-7H-pyrrolo[2,3-d]pyrimidin-7-yl)-4-methylthiazole-5-carboxylate